C1(CCC1)C(=O)N1CC=2NC(=NC2C1)C1=NNC2=CC(=CC=C12)C1=C(C=C(C(=C1)F)O)CC cyclobutyl-(2-(6-(2-ethyl-5-fluoro-4-hydroxyphenyl)-1H-indazol-3-yl)pyrrolo[3,4-d]imidazol-5(1H,4H,6H)-yl)ketone